CN1C(CCC1)C=1C=CC=NC1 5-(1-methylpyrrolidin-2-yl)pyridine